N-(benzo[d][1,3]dioxol-5-yl(5-chloro-8-hydroxyquinolin-7-yl)methyl)ethanesulfonamide O1COC2=C1C=CC(=C2)C(NS(=O)(=O)CC)C2=CC(=C1C=CC=NC1=C2O)Cl